CC(CCO)CCC1=CC=CC=C1 (-)-3-methyl-5-phenyl-1-pentanol